C(C)(=O)C=1C(=CC(=C(C1)NC(=O)N1CCN(CC1)CC)OC)O N-(5-acetyl-4-hydroxy-2-methoxyphenyl)-4-ethylpiperazine-1-carboxamide